N-(2-(N,N-bis(2,4-dimethoxybenzyl)sulfamoyl)pyridin-4-yl)-2-(4,4-difluoroazepan-1-yl)-5,6,7,8-tetrahydroquinoline-3-carboxamide COC1=C(CN(S(=O)(=O)C2=NC=CC(=C2)NC(=O)C=2C(=NC=3CCCCC3C2)N2CCC(CCC2)(F)F)CC2=C(C=C(C=C2)OC)OC)C=CC(=C1)OC